2-(2,3-Dihydro-[1,4]dioxino[2,3-b]pyridin-2-ylmethoxy)-9-(3,3-dimethyl-but-1-ynyl)-6,7-dihydro-pyrimido[6,1-a]isoquinolin-4-one O1C(COC2=NC=CC=C21)COC2=NC(N1C(C3=CC=C(C=C3CC1)C#CC(C)(C)C)=C2)=O